(+/-)-phenylethylamine C1(=CC=CC=C1)CCN